C(C)(=O)OC[C@H]1O[C@H]([C@@H]([C@@H]1F)OC(C)=O)N1C2=NC(=NC=C2N(C1=O)CCC(C(F)(F)F)(F)F)N ((2R,3R,4S,5R)-4-acetoxy-5-(2-amino-8-oxo-7-(3,3,4,4,4-pentafluorobutyl)-7,8-dihydro-9H-purin-9-yl)-3-fluorotetrahydrofuran-2-yl)methyl acetate